C1(CCCCC1)NC1=NC(=NC=C1C=1C=NN(C1)C)NC=1SC=CN1 N4-cyclohexyl-5-(1-methyl-1H-pyrazol-4-yl)-N2-(thiazol-2-yl)pyrimidine-2,4-diamine